6-amino-4-((tetrahydro-2H-pyran-2-yl)methoxy)nicotinonitrile NC1=NC=C(C#N)C(=C1)OCC1OCCCC1